C[C@]12CC(C[C@](CCC1)(N2)C)N(C2=C(C=C(N=N2)C2=C(C=C(C(=C2)F)C=2C=NNC2)O)F)C 2-(6-(((1R,3S,5S)-1,5-dimethyl-9-azabicyclo[3.3.1]non-3-yl)(methyl)amino)-5-fluoropyridazin-3-yl)-4-fluoro-5-(1H-pyrazol-4-yl)phenol